(6-(3-hydroxypropyl)-5-iodopyrazin-2-yl)piperidine-4-carboxylic acid ethyl ester C(C)OC(=O)C1CCN(CC1)C1=NC(=C(N=C1)I)CCCO